p-N,N-dimethylaminobenzoic acid isooctyl ester C(CCCCC(C)C)OC(C1=CC=C(C=C1)N(C)C)=O